4,4-dimethyl-6-(2-((tetrahydro-2H-pyran-4-yl)amino)-7H-pyrrolo[2,3-d]pyrimidin-5-yl)-3,4-dihydroisoquinolin-1(2H)-one CC1(CNC(C2=CC=C(C=C12)C1=CNC=2N=C(N=CC21)NC2CCOCC2)=O)C